bisiminopyridine nitrogen [N].N=C1C(N=CC=C1)=N